CC1=C(C2=C(N=C(N=C2)NC2=CC=C(C=C2)N2CCN(CC2)C)N(C1=O)CC=1NN=CC1)C#C[Si](C(C)C)(C(C)C)C(C)C 6-methyl-2-{[4-(4-methylpiperazin-1-yl)phenyl]amino}-8-(2H-pyrazol-3-ylmethyl)-5-[2-(triisopropylsilyl)ethynyl]pyrido[2,3-d]pyrimidin-7-one